(3aR,4S,6R,6aS)-2,2-dimethyl-6-(4-(methylamino)-7H-pyrrolo[2,3-d]pyrimidin-7-yl)tetrahydro-4H-cyclopenta[d][1,3]dioxole-4-carbaldehyde CC1(O[C@H]2[C@@H](O1)[C@@H](C[C@@H]2C=O)N2C=CC1=C2N=CN=C1NC)C